BrC1=C(C=C(C(=O)N2CC=3N=C(N(C(C3C[C@H]2C)=O)C=2C=NC(=CC2)N2CCNCC2)N2N=C(C=C2C)C)C=C1)C(F)(F)F (R)-7-(4-bromo-3-(trifluoromethyl)benzoyl)-2-(3,5-dimethyl-1H-pyrazol-1-yl)-6-methyl-3-(6-(piperazin-1-yl)pyridin-3-yl)-5,6,7,8-tetrahydropyrido[3,4-d]pyrimidin-4(3H)-one